ClC=1C=CC(=C(C1)[C@]1(C(NC2=CC(=CC=C12)C(F)F)=O)C)OC (3S)-3-(5-chloro-2-methoxy-phenyl)-6-(difluoromethyl)-3-methyl-indolin-2-one